1,2-dimethyl-3H-benzo[b]cyclopent[d]thiophene CC1=C(CC2=C1C1=C(S2)C=CC=C1)C